O[C@H]1[C@@H](O[C@H]2[C@H]1OP(OC2)(=O)OCC2=C(C(=O)OCC)C=CC=C2)N2C(N=C(C=C2)NO)=O Ethyl 2-((((4aR,6R,7R,7aS)-7-hydroxy-6-(4-(hydroxyamino)-2-oxopyrimidin-1(2H)-yl)-2-oxidotetrahydro-4H-furo[3,2-d][1,3,2]dioxaphosphinin-2-yl)oxy)methyl)benzoate